N-(1H-indol-3-yl)-3,3,7-trimethyl-2-oxo-1-(thiophen-3-ylmethyl)indoline-6-carboxamide N1C=C(C2=CC=CC=C12)NC(=O)C1=CC=C2C(C(N(C2=C1C)CC1=CSC=C1)=O)(C)C